N-methyl-3-phenyl-5-chloro-2,1-benzisoxazole CN1OC(C2=C1C=CC(=C2)Cl)C2=CC=CC=C2